C(C)(C)(C)C1=C(C(C(=O)[O-])=CC(=C1)C(C)(C)C)O.[Mn+2].C(C)(C)(C)C1=C(C(C(=O)[O-])=CC(=C1)C(C)(C)C)O manganese 3,5-di-t-butylsalicylate